6-chloro-7-[(2R)-2-[[(3-chloropyridin-2-yl)oxy]methyl]pyrrolidin-1-yl]-8-fluoro-1-(1-methylcyclopropyl)-4-oxoquinoline-3-carboxylic acid ClC=1C=C2C(C(=CN(C2=C(C1N1[C@H](CCC1)COC1=NC=CC=C1Cl)F)C1(CC1)C)C(=O)O)=O